OCC(C)(C)C1=NC=NO1 5-(1-hydroxy-2-methylpropan-2-yl)-1,2,4-oxadiazol